4-formyl-2,6-dimethoxyphenolate C(=O)C1=CC(=C(C(=C1)OC)[O-])OC